3-((2-((4-(3-aminopropoxy)phenyl)amino)-5-methylpyrimidin-4-yl)amino)-N-(tert-butyl)benzenesulfinamide 2,2,2-trifluoroacetic acid salt FC(C(=O)O)(F)F.NCCCOC1=CC=C(C=C1)NC1=NC=C(C(=N1)NC=1C=C(C=CC1)S(=O)NC(C)(C)C)C